NCC1CN(CCN1)C(=O)C1=NN(C(=C1)C1=CC=C(C#N)C=C1)C1=CC=C(C=C1)C 4-(3-(3-(aminomethyl)piperazine-1-carbonyl)-1-(p-tolyl)-1H-pyrazol-5-yl)benzonitrile